2-[4-(3-methoxypyrroline-1-yl)-formylphenyl]-5-chloro-pyrrolo[1,2-b]pyridazine-7-formamide COC1=CN(CC1)C1=CC(=C(C=C1)C=1C=CC=2N(N1)C(=CC2Cl)C(=O)N)C=O